C(C)(C)(C)OC(=O)N(C=1C=C(C(=O)OC)C=CC1C1NCCCC1)C methyl 3-((tert-butoxycarbonyl)(methyl)amino)-4-(piperidin-2-yl)benzoate